BrC1C(N(C1C1=CC=C(C=C1)C)C1C2(CC3CC(CC1C3)C2)C(=O)N)=O (3-bromo-4-(4-methylphenyl)-2-azetidinon-1-yl)adamantanecarboxamide